6,7-dimethoxy-2-methyl-4-(4-(methylamino)benzyl)phthalazin-1(2H)-one hydrochloride Cl.COC=1C=C2C(=NN(C(C2=CC1OC)=O)C)CC1=CC=C(C=C1)NC